C(C)OC(=O)C=1N=CC=2CN(CCC2C1)C1=CC(=CC(=C1)C)F 7-(3-fluoro-5-methylphenyl)-5,6,7,8-tetrahydro-2,7-naphthyridine-3-carboxylic acid ethyl ester